C1(=C2N(C=N1)CCC2)[C@H](C(=O)NC=2SC=CN2)N2N=C1C(=C(C=CC1=C2)C=2C=NC(=CC2)N2CCNCC2)F |r| (2RS)-2-(6,7-dihydro-5H-pyrrolo[1,2-c]imidazol-1-yl)-2-[7-fluoro-6-(6-piperazin-1-yl-3-pyridinyl)indazol-2-yl]-N-thiazol-2-yl-acetamide